dihydroxy-xanthine OC1(N=C2NC(NC(C2=N1)=O)=O)O